5-Bromo-6-chloro-3-indolyl caprylate C(CCCCCCC)(=O)OC1=CNC2=CC(=C(C=C12)Br)Cl